IC1=CC(=C2C=CN(C2=C1)CC(F)(F)F)[N+](=O)[O-] 6-iodo-4-nitro-1-(2,2,2-trifluoroethyl)indole